phenol, cesium salt [Cs].C1(=CC=CC=C1)O